N=S1(CCC(=CC1)C1=CC2=C(N=CN=C2)N(C1=O)C)=O 6-(1-imino-1-oxo-3,6-dihydro-2H-thiopyran-4-yl)-8-methyl-pyrido[2,3-d]Pyrimidin-7-one